(S)-5-(3-cyclopropyl-6-(2-hydroxy-6-methyl-4-(trifluoromethyl)phenyl)-2H-pyrazolo[3,4-b]pyridin-2-yl)-1-methylpiperidin-2-one C1(CC1)C=1N(N=C2N=C(C=CC21)C2=C(C=C(C=C2C)C(F)(F)F)O)[C@H]2CCC(N(C2)C)=O